C(C)N1C2=NC(=NC(=C2N=C1C1=CC=NC=C1)N1CCOCC1)C1=NN=C(N1)C1=CC=CC=C1 4-(9-ethyl-2-(5-phenyl-4H-1,2,4-triazol-3-yl)-8-(pyridin-4-yl)-9H-purin-6-yl)morpholine